(((4-aminophenyl)methylene)bis(4-methyl-3,1-phenylene))diacetic acid NC1=CC=C(C=C1)C(C=1C=C(C=CC1C)CC(=O)O)C=1C=C(C=CC1C)CC(=O)O